(4-hydroxybenzoyl)-4-methoxybenzenesulfonohydrazide OC1=CC=C(C(=O)C2=C(C=CC(=C2)OC)S(=O)(=O)NN)C=C1